3-(6-((3-(4-fluorophenyl)-5-methylisoxazol-4-yl)methoxy)pyridin-3-yl)-5,6-dihydro-8H-[1,2,4]triazolo[3,4-c][1,4]oxazine FC1=CC=C(C=C1)C1=NOC(=C1COC1=CC=C(C=N1)C1=NN=C2COCCN21)C